NC1=C(C2=C(S1)C(=CC=C2C=2C1=C(C=3C(=NC(=NC3C2F)OC[C@]23CCCN3C[C@@H](C2)F)C2CC2)COC1)F)C#N 2-Amino-4-((S)-1-cyclopropyl-5-fluoro-3-(((2R,7aS)-2-fluorotetrahydro-1H-pyrrolizin-7a(5H)-yl)methoxy)-7,9-dihydrofuro[3,4-f]quinazolin-6-yl)-7-fluorobenzo[b]thiophene-3-carbonitrile